(S) or (R)-N-(4-((1-(3-chlorophenethyl)piperidin-3-yl)methoxy)phenyl)-N-methylmethanesulfonamide ClC=1C=C(CCN2C[C@H](CCC2)COC2=CC=C(C=C2)N(S(=O)(=O)C)C)C=CC1 |o1:8|